FC1=C2C=C(C=NC2=CC(=C1C(C)N1N=NC=2C1=NC(=CN2)C=2C(=NC=CC2)N)F)C=2C=NN(C2)C 3-(1-(1-(5,7-difluoro-3-(1-methyl-1H-pyrazol-4-yl)quinolin-6-yl)ethyl)-1H-[1,2,3]triazolo[4,5-b]pyrazin-6-yl)pyridin-2-amine